8-bromo-2-(morpholin-4-yl)-N-({5-[2-(trifluoromethyl)phenyl]-1H-imidazol-2-yl}methyl)pyrazolo[1,5-a][1,3,5]triazin-4-amine BrC=1C=NN2C1N=C(N=C2NCC=2NC(=CN2)C2=C(C=CC=C2)C(F)(F)F)N2CCOCC2